4-[2-(4-Formylphenyl)Ethynyl]1-Methylquinolinium Methyl-Sulfate 3,6-diazabicyclo[3.2.2]nonane-6-carboxylate C12CNCC(N(C1)C(=O)[O-])CC2.COS(=O)(=O)[O-].C(=O)C2=CC=C(C=C2)C#CC2=CC=[N+](C1=CC=CC=C21)C.C(=O)C2=CC=C(C=C2)C#CC2=CC=[N+](C1=CC=CC=C21)C